4-benzyl-6-chloro-3-[(E)-3-(1-methylindazol-5-yl)prop-2-enoyl]-1H-quinolin-2-one C(C1=CC=CC=C1)C1=C(C(NC2=CC=C(C=C12)Cl)=O)C(\C=C\C=1C=C2C=NN(C2=CC1)C)=O